C(C)OC(C1=C(N=C(C=C1C)C1CNC1)C)=O.C(C)C(CNC(CC(=O)C)=O)CCCC N-(2-ethylhexyl)acetoacetamide ethyl-6-(azetidin-3-yl)-2,4-dimethylnicotinate